(S)-5-chloro-4-(cyclopentylmethoxy)-N-((4-(3-(dimethylamino)piperidin-1-yl)phenyl)sulfonyl)-2-fluorobenzamide ClC=1C(=CC(=C(C(=O)NS(=O)(=O)C2=CC=C(C=C2)N2C[C@H](CCC2)N(C)C)C1)F)OCC1CCCC1